CC1=C(C=CC(=C1)C)C1=NC(=NC(=N1)C1=C(C=C(C=C1)C)C)C1=C(C=C(C(=C1)C(C)(C)C1=CC=CC=C1)OCC(COCCCCCCCCC)O)O 2,4-bis(2,4-dimethylphenyl)-6-[2-hydroxy-4-(3-nonyloxy-2-hydroxypropoxy)-5-α-cumylphenyl]-s-triazine